O[C@]1(CCCC=2C3=C(C(NC12)=O)SC(=C3)C=3C=NNC3)C(C)C (6R)-6-hydroxy-6-isopropyl-2-(1H-pyrazol-4-yl)-5,7,8,9-tetrahydrothieno[2,3-c]Quinolin-4-one